N-[1-[[5-[3-(1-amino-1-methyl-ethyl)phenyl]-2-chloro-phenyl]methyl]-2-[4-(3-methylimidazol-4-yl)anilino]-2-oxo-ethyl]-2-methyl-pyrazole-3-carboxamide NC(C)(C)C=1C=C(C=CC1)C=1C=CC(=C(C1)CC(C(=O)NC1=CC=C(C=C1)C=1N(C=NC1)C)NC(=O)C=1N(N=CC1)C)Cl